O=C1N(C(C2=CC=CC=C12)=O)C[C@H]1N(CCC2=CC=CC(=C12)O[C@@H]1CNCC1)C(=O)[C@H]1[C@H](CCCC1)C(=O)OCC1=CC=CC=C1 Benzyl (1S,2R)-2-((S)-1-((1,3-dioxoisoindolin-2-yl)methyl)-8-(((S)-pyrrolidin-3-yl)oxy)-1,2,3,4-tetrahydroisoquinoline-2-carbonyl)cyclohexane-1-carboxylate